{1-[2,6-difluoro-4-(7-methoxy-2,2-dimethyl-2,3-dihydro-benzofuran-4-yl)-phenyl]-azetidin-3-yl}-acetic acid FC1=C(C(=CC(=C1)C1=CC=C(C2=C1CC(O2)(C)C)OC)F)N2CC(C2)CC(=O)O